ClC=1C=CC(=C(C1)C1=CC(=C(N=N1)C)NC1=CC(=NC=C1)NC(=O)CCN1C(CN(CC1)C(=O)OC(C)(C)C)CC(=O)OC)F tert-butyl 4-{2-[(4-{[6-(5-chloro-2-fluorophenyl)-3-methylpyridazin-4-yl]amino}pyridin-2-yl)carbamoyl]ethyl}-3-(2-methoxy-2-oxoethyl)piperazine-1-carboxylate